(R)-2-((4-(hydroxyimino)-1-oxo-1,4-dihydronaphthalen-2-yl)amino)-3-phenyl-N-(3,5-difluorophenyl)-propanamide ON=C1C=C(C(C2=CC=CC=C12)=O)N[C@@H](C(=O)NC1=CC(=CC(=C1)F)F)CC1=CC=CC=C1